1-(4-propylfuran-2-yl)methanimine C(CC)C=1C=C(OC1)C=N